1-[9-n-butyl-6-(2-ethylbenzoyl)-9H-carbazol-3-yl]-ethan-1-one oxime C(CCC)N1C2=CC=C(C=C2C=2C=C(C=CC12)C(C)=NO)C(C1=C(C=CC=C1)CC)=O